benzpyrimidine N1=CN=CC2=C1C=CC=C2